1-(2-amino-3-bromo-4-methoxyphenyl)-2-chloroethane-1-one NC1=C(C=CC(=C1Br)OC)C(CCl)=O